(S)-6-chloro-5-methoxy-1-methyl-3-(1H-pyrazol-4-yl)-2-(5-(2,2,2-trifluoro-1-methoxyethyl)-1H-1,2,4-triazol-3-yl)-1H-pyrrolo[3,2-b]pyridine ClC=1C=C2C(=NC1OC)C(=C(N2C)C2=NNC(=N2)[C@@H](C(F)(F)F)OC)C=2C=NNC2